FC1=C(CS(=O)(=NC=2C=NC(=CC2)C2=NOC(=N2)C(F)(F)F)C)C(=CC=C1)F (2,6-difluorobenzyl)(methyl)((6-(5-(trifluoromethyl)-1,2,4-oxadiazol-3-yl)pyridin-3-yl)imino)-λ6-sulfanone